BrC=1C=C(C2=C(N(C(N2)=O)C)C1)C(C)C 6-bromo-4-isopropyl-1-methyl-1,3-dihydro-2H-benzo[d]imidazol-2-one